CC=1C=CC2=C(COCN2)C1 c-6-methyl-2,4-dihydro-1H-3,1-benzoxazine